tert-butyl (S)-(1-(8-methoxy-1,4-dioxaspiro[4.5]decan-8-yl)propan-2-yl)carbamate COC1(CCC2(OCCO2)CC1)C[C@H](C)NC(OC(C)(C)C)=O